N1,N4-bis-Boc-spermidine CC(C)(C)OC(=O)NCCCN(CCCCN)C(=O)OC(C)(C)C